methylol-melamine C(O)NC1=NC(=NC(=N1)N)N